(5R,7S)-7-(3-(2-(1H-Pyrrolo[2,3-b]pyridin-3-yl)thiazol-4-yl)phenyl)-5-methyl-6,7-dihydro-5H-cyclopenta[b]pyridine-5,7-diol N1C=C(C=2C1=NC=CC2)C=2SC=C(N2)C=2C=C(C=CC2)[C@]2(C[C@](C=1C2=NC=CC1)(O)C)O